C(\C=C/C(=O)O)(=O)O.C(#C)C=1C=C(C=CC1)NC1=C(C=NC2=CC(=C(C=C12)NC(C=CCN(C)C)=O)OCC)C#N N-[4-(3-ethynylphenyl)amino-3-cyano-7-ethoxyquinolin-6-yl]-4-(dimethylamino)but-2-enamide maleate